3-(7-methoxy-1-oxo-5-(piperazin-1-yl)isoindolin-2-yl)piperidine-2,6-dione COC=1C=C(C=C2CN(C(C12)=O)C1C(NC(CC1)=O)=O)N1CCNCC1